(S)-N-(chroman-4-yl)-2-(2,4-dimethylpyridin-3-yl)benzo[d]thiazole-6-carboxamide O1CC[C@@H](C2=CC=CC=C12)NC(=O)C1=CC2=C(N=C(S2)C=2C(=NC=CC2C)C)C=C1